tert-butyl 6-nitro-3',6'-dihydro-[3,4'-bipyridine]-1'(2'H)carboxylate [N+](=O)([O-])C1=CC=C(C=N1)C=1CCN(CC1)C(=O)OC(C)(C)C